1-(trifluoromethoxy)tetrafluoroethane FC(OC(C(F)F)(F)F)(F)F